2-Fluorobenzoic acid FC1=C(C(=O)O)C=CC=C1